C(C)(C)(C)OC(=O)N1[C@@H](CCC1)CN.NC=1C(=NC(=C(C1)F)OCC1=CC=NC=C1)NC(C)=O N-(3-amino-6-(pyridin-4-ylmethoxy)-5-fluoropyridin-2-yl)acetamide (S)-tert-Butyl-2-(aminomethyl)pyrrolidine-1-carboxylate